C1(=CC=CC=C1)NC1=NC2=CC=CC=C2C(=N1)N N2-phenylquinazoline-2,4-diamine